2,4-dimethyl-4-heptanol CC(C)CC(CCC)(O)C